C(C)N1[C@H]2CC(C[C@@H]1CC2)OC2=CC(=C(C=O)C=C2)F 4-(((1R,5S)-8-ethyl-8-azabicyclo[3.2.1]octan-3-yl)oxy)-2-fluorobenzaldehyde